1,3,8-trimethyl-5-[[(1R)-1-(2-methyl-3-tetrahydropyran-4-yl-phenyl)-ethyl]amino]imidazo[4,5-g]phthalazin-2-one CN1C(N(C=2C1=CC=1C(=NN=C(C1C2)N[C@H](C)C2=C(C(=CC=C2)C2CCOCC2)C)C)C)=O